C(C)(C)(C)OC(=O)N1CC(CC1)CN[C@@H](C(=O)OC)C1=CC=CC=C1 3-((((R)-2-methoxy-2-oxo-1-phenylethyl)amino)methyl)pyrrolidine-1-carboxylic acid tert-butyl ester